CC(C)(C)[S@@](=O)/N=C/C1=CC=2C(C=N1)=CN(N2)C (R,E)-2-methyl-N-((2-methyl-2H-pyrazolo[4,3-c]pyridin-6-yl)methylene)propane-2-sulfinamide